P(=S)([O-])([O-])[O-].[Zn+2].P(=S)([O-])([O-])[O-].[Zn+2].[Zn+2] zinc thiophosphate